SCCNCCS bis(2-sulfanylethyl)amine